CCCCCCCCCCCCCCC[C@H]([C@H](COP(=O)(O)O)N)O The molecule is a sphingoid 1-phosphate that is the monophosphorylated derivative of sphinganine. It has a role as a mouse metabolite. It derives from a sphinganine. It is a conjugate acid of a sphinganine 1-phosphate(1-).